3-[(diethylamino)methyl]-1-({3,4-difluoro-2-[(2-fluoro-4-iodophenyl)amino]phenyl}carbonyl)azetidin-3-ol C(C)N(CC)CC1(CN(C1)C(=O)C1=C(C(=C(C=C1)F)F)NC1=C(C=C(C=C1)I)F)O